tert-Butyl ((1R,2R)-1-(6-chloro-7-((S)-1-(1,3-dioxoisoindolin-2-yl)-2-methoxyethyl)imidazo[1,2-b]pyridazin-2-yl)-2-(((R)-1,1,1-trifluoropropanyl)oxy)propyl)carbamate ClC=1C(=CC=2N(N1)C=C(N2)[C@H]([C@@H](C)O[C@@H](C(F)(F)F)C)NC(OC(C)(C)C)=O)[C@@H](COC)N2C(C1=CC=CC=C1C2=O)=O